N-(4-(2-chloro-5-fluorophenoxy)-7-formyl-3-(4,5,6,7-tetrachloro-1,3-dioxoisoindolin-2-yl)-1-(tetrahydro-2H-pyran-2-yl)-1H-indazol-5-yl)-3-fluoro-5-(trifluoromethyl)benzamide ClC1=C(OC2=C3C(=NN(C3=C(C=C2NC(C2=CC(=CC(=C2)C(F)(F)F)F)=O)C=O)C2OCCCC2)N2C(C3=C(C(=C(C(=C3C2=O)Cl)Cl)Cl)Cl)=O)C=C(C=C1)F